C(C)(C)(C)OC(=O)N(C=1N=CC(=NC1C=1OC(=NN1)C=1SC=CC1C)C1=C(C=C(C(=O)N2CCN(CCC2)C(=O)OC(C)(C)C)C=C1)C#N)C(=O)OC(C)(C)C tert-Butyl 4-[4-[5-[bis(tert-butoxycarbonyl)amino]-6-[5-(3-methyl-2-thienyl)-1,3,4-oxadiazol-2-yl]pyrazin-2-yl]-3-cyano-benzoyl]-1,4-diazepane-1-carboxylate